tert-butyl (2-(((S)-4-((tert-butoxycarbonyl)amino)pentyl)oxy)-6-fluoropyridin-4-yl)(1-(tert-butyl)-3-((1S,3R)-3-hydroxycyclopentyl)-1H-pyrazol-5-yl)carbamate C(C)(C)(C)OC(=O)N[C@H](CCCOC1=NC(=CC(=C1)N(C(OC(C)(C)C)=O)C1=CC(=NN1C(C)(C)C)[C@@H]1C[C@@H](CC1)O)F)C